bis(2-trifluoromethylphenyl)phenylsulfonium FC(C1=C(C=CC=C1)[S+](C1=CC=CC=C1)C1=C(C=CC=C1)C(F)(F)F)(F)F